OC1=C(C=CC=C1)C1=NC(=NC(=N1)C1=C(C=CC=C1)O)C1=CC=NC=C1 2,4-bis(2-hydroxyphenyl)-6-(4-pyridyl)-1,3,5-triazine